CN(C)CC1CN(CCC1=O)C(=O)OC(C)(C)C tert-Butyl 3-((dimethylamino)methyl)-4-oxopiperidine-1-carboxylate